2-(4-(2-((3-(Bis(2-hydroxydecyl)amino)propyl)disulfaneyl)ethyl)piperazin-1-yl)ethyl 5-(bis(2-hydroxytetradecyl)amino)pentanoate OC(CN(CCCCC(=O)OCCN1CCN(CC1)CCSSCCCN(CC(CCCCCCCC)O)CC(CCCCCCCC)O)CC(CCCCCCCCCCCC)O)CCCCCCCCCCCC